1,3,5-trifluorophenyl-titanium dichloride [Cl-].[Cl-].FC1(CC(=CC(=C1)F)F)[Ti+2]